(2R,4R)-6-fluoro-4-hydroxy-N-(3-{4-[2-(trifluoromethoxy)ethoxy]-1H-pyrazol-1-yl}bicyclo[1.1.1]pentan-1-yl)-3,4-dihydro-2H-1-benzopyran-2-carboxamide FC=1C=CC2=C([C@@H](C[C@@H](O2)C(=O)NC23CC(C2)(C3)N3N=CC(=C3)OCCOC(F)(F)F)O)C1